4-bromo-N-cyclopropyl-6-methyl-7-oxo-6,7-dihydrothieno[2,3-c]pyridine-2-carboxamide BrC=1C2=C(C(N(C1)C)=O)SC(=C2)C(=O)NC2CC2